6-ethoxy-7-fluoroindoline-2,3-dione C(C)OC1=CC=C2C(C(NC2=C1F)=O)=O